(1,3-oxazol-2-yl)methanol O1C(=NC=C1)CO